(R)-4-((1-(3-(difluoromethyl)-2-fluorophenyl)ethyl)amino)-6-(1-(fluoromethyl)cyclopropyl)-2-methylpyrido[3,4-d]pyridazine-1,7(2H,6H)-dione FC(C=1C(=C(C=CC1)[C@@H](C)NC1=NN(C(C=2C1=CN(C(C2)=O)C2(CC2)CF)=O)C)F)F